tert-butyl (2R,4S)-2-((3SR,4SR)-1-benzyl-2'-(2-ethoxyphenyl)-3-ethyl-7',8'-dihydro-6'H-spiro[piperidine-4,5'-[1,7]naphthyridine]-7'-carbonyl)-4-hydroxypyrrolidine-1-carboxylate C(C1=CC=CC=C1)N1C[C@H]([C@]2(C=3C=CC(=NC3CN(C2)C(=O)[C@@H]2N(C[C@H](C2)O)C(=O)OC(C)(C)C)C2=C(C=CC=C2)OCC)CC1)CC |&1:9,10|